methyl 2-(4-((4-(2-(2-aminopyridin-3-yl)-6-(pyridin-3-yl)-3H-imidazo[4,5-b]pyridin-3-yl)benzyl)carbamoyl)phenyl)acetate NC1=NC=CC=C1C1=NC=2C(=NC=C(C2)C=2C=NC=CC2)N1C1=CC=C(CNC(=O)C2=CC=C(C=C2)CC(=O)OC)C=C1